3-fluoro-4-(phenoxymethyl)benzaldehyde FC=1C=C(C=O)C=CC1COC1=CC=CC=C1